S(=O)(=O)(O)C(C(=O)O)CC(=O)O.C(CC)C(CCCCCC)([Na])CCC Dipropylheptyl-Sodium Sulfosuccinate